OC(CC(=O)C1=CC=C(C=C1)OCCO)C 4-(2-hydroxyethoxy)-phenyl (2-hydroxy)propyl ketone